C(CCC)C1=CC(C=C1)[Si](C1C(=CC2=C(C=3CCCC3C=C12)C1=CC=CC=C1)C)(C)C (3-butylcyclopent-2,4-dien-1-yl)dimethyl-(2-methyl-4-phenyl-1,5,6,7-tetrahydro-s-indacen-1-yl)silane